CN1N=C(C(=C1C)O)C1=CC=CC=C1 1,5-Dimethyl-3-phenyl-1H-pyrazol-4-ol